ClC=1C=C(C(=O)NC2=CC(=C(C=C2)F)[C@H](C)NC=2C=NC=3C(N2)=NN(C3)CC)C=CC1CN1CCOCC1 (S)-3-chloro-N-(3-(1-((2-ethyl-2H-pyrazolo[3,4-b]pyrazin-6-yl)amino)ethyl)-4-fluorophenyl)-4-(morpholinomethyl)benzamide